C(CCC(=O)O)(=O)O.N1C=NC=C1 imidazole hydrogen succinate